ethyl 2-[3-(6-bromo-5-methyl-3-pyridyl)-4-methyl-2-oxo-benzimidazol-1-yl]acetate BrC1=C(C=C(C=N1)N1C(N(C2=C1C(=CC=C2)C)CC(=O)OCC)=O)C